4-(7-Methoxyimidazo[1,2-a]pyridin-3-yl)-2-(trifluoromethyl)anilineBiotinHydrazid COC1=CC=2N(C=C1)C(=CN2)C2=CC(=C(N[C@@]13NC(N[C@H]3CS[C@H]1CCCCC(=O)NN)=O)C=C2)C(F)(F)F